N,N'-bis-(4-aminophenyl)-1,4-diazacycloheptane NC1=CC=C(C=C1)N1CCN(CCC1)C1=CC=C(C=C1)N